Ethyl-{[5-(2-fluoropyridin-4-yl)-1-(pyridin-2-yl)-1H-pyrazol-3-yl]oxy}acetat C(C)OC(COC1=NN(C(=C1)C1=CC(=NC=C1)F)C1=NC=CC=C1)=O